Lead(IV) Hydrogen Carbonate C(O)([O-])=O.[Pb+4].C(O)([O-])=O.C(O)([O-])=O.C(O)([O-])=O